C1OCC2C1CN(C2)C(=O)N 1,3,3a,4,6,6a-hexahydrofuro[3,4-c]pyrrole-5-carboxamide